2-[(3R)-3-({6-[2-hydroxy-4-(trifluoromethyl)phenyl]-5-methylpyridazin-3-yl}amino)piperidin-1-yl]-N-[(1s,3s)-3-hydroxycyclobutyl]acetamide OC1=C(C=CC(=C1)C(F)(F)F)C1=C(C=C(N=N1)N[C@H]1CN(CCC1)CC(=O)NC1CC(C1)O)C